BrC=1C=C(C(=NC1)OCCCN(C)C)NS(=O)(=O)C1=CC(=C(C=C1)F)C#N N-(5-Bromo-2-(3-(dimethylamino)propoxy)pyridin-3-yl)-3-cyano-4-fluorobenzene-sulfonamide